6-methyl-4-[(1-methylcyclopropyl)amino]-N-[1-(pyridin-2-yl)-1H-pyrazol-4-yl]furo[2,3-d]pyrimidine-5-carboxamide CC1=C(C2=C(N=CN=C2NC2(CC2)C)O1)C(=O)NC=1C=NN(C1)C1=NC=CC=C1